BrC1=CC2=C(N(N=C2C(=C1N)Br)C)C 5,7-dibromo-2,3-dimethyl-2H-indazol-6-amine